FC(N1N=CC(=C1)C=1C(=CC(=NC1)NC1=NC(=NC=C1)C1=C(C=CC=C1OC)F)N1C[C@@H](CCC1)NC)F (R)-N-(5-(1-(difluoromethyl)-1H-pyrazol-4-yl)-4-(3-(methylamino)piperidin-1-yl)pyridin-2-yl)-2-(2-fluoro-6-methoxyphenyl)pyrimidin-4-amine